1-methyl-6-[1-(2,2,3,3,3-pentafluoropropyl)-1H-pyrazol-4-yl]-7-(trifluoromethyl)-1H,5H-imidazo[1,2-a]pyrimidin-5-one CN1C=CN2C1=NC(=C(C2=O)C=2C=NN(C2)CC(C(F)(F)F)(F)F)C(F)(F)F